4-(3-chloro-4-(9-(3-(difluoromethyl)benzyl)-6-(1-methylcyclopropoxy)-9H-purin-8-yl)phenoxy)-2-methylbutanoic acid ClC=1C=C(OCCC(C(=O)O)C)C=CC1C=1N(C2=NC=NC(=C2N1)OC1(CC1)C)CC1=CC(=CC=C1)C(F)F